3-(4H-1,2,4-triazol-4-yl)propan-1-amine N=1N=CN(C1)CCCN